CC=1C=CC=C2C=CC=C(C12)N1CC=2N=C(N=C(C2CC1)N1C[C@@H](NCC1)CC#N)OC[C@H]1N(CCC1)C 2-((S)-4-(7-(8-methylnaphthalen-1-yl)-2-(((S)-1-methylpyrrolidin-2-yl)-methoxy)-5,6,7,8-tetrahydropyrido[3,4-d]pyrimidin-4-yl)piperazin-2-yl)acetonitrile